BrC=1C2=C(C(=NC1)Cl)C(N(C2C2=C(C=CC(=C2)F)Cl)CC2=CC=C(C=C2)OC)=O E-7-bromo-4-chloro-1-(2-chloro-5-fluorophenyl)-2-[(4-methoxyphenyl)methyl]-2,3-dihydro-1H-pyrrolo[4,3-c]pyridin-3-one